FC=1C=C(C2=C(COCO2)C1)CN1CCC2=CC(=CC=C12)NC(CC(C)(C)C)=O N-[1-(6-Fluoro-4H-benzo[1,3]dioxin-8-ylmethyl)-2,3-dihydro-1H-indol-5-yl]-3,3-dimethylbutyramide